tert-Butyl 2-(N-((1,2,3,5,6,7-hexahydro-s-indacen-4-yl)carbamoyl)sulfamoyl)-6,7-dihydropyrazolo[1,5-a]pyrazine-5(4H)-carboxylate C1CCC2=C(C=3CCCC3C=C12)NC(=O)NS(=O)(=O)C1=NN2C(CN(CC2)C(=O)OC(C)(C)C)=C1